[N+](=O)([O-])C1=C(C=CC(=C1)[N+](=O)[O-])S(=O)(=O)OC1=CC=C(C=C1)C1=CC=C(S1)C1=CC=C(C=2C1=NSN2)C=2SC=CC2 7-{5-[p-(2,4-Dinitrophenyl-sulfonyloxy)phenyl]-2-thienyl}-4-(2-thienyl)-2,1,3-benzothiadiazole